4-(4-(2-aminoethyl)piperazin-1-yl)but-2-en-1-one NCCN1CCN(CC1)CC=CC=O